cyclohexyl ((((2R,3S,4R,5S)-5-(4-aminopyrrolo[2,1-f][1,2,4]triazin-7-yl)-2-cyano-3,4-dihydroxytetrahydrofuran-2-yl)methoxy)(2,2,2-trifluoroethoxy)phosphoryl)-L-alaninate NC1=NC=NN2C1=CC=C2[C@H]2[C@@H]([C@@H]([C@@](O2)(C#N)COP(=O)(OCC(F)(F)F)N[C@@H](C)C(=O)OC2CCCCC2)O)O